((1S,2S)-1-methyl-2-(trifluoromethyl)cyclopropyl)(1-oxa-6-azaspiro[2.5]oct-6-yl)methanone C[C@]1([C@H](C1)C(F)(F)F)C(=O)N1CCC2(CO2)CC1